(R)-6-(2-(2,5-Difluorophenyl)pyrrolidin-1-yl)-3-nitro-2-((4-methoxycyclohexyl)ureido)pyridine FC1=C(C=C(C=C1)F)[C@@H]1N(CCC1)C1=CC=C(C(=N1)NC(=O)NC1CCC(CC1)OC)[N+](=O)[O-]